mono-tert-butyl-hydroquinone C(C)(C)(C)C1=C(O)C=CC(=C1)O